1,1,1-trifluoro-2-(3-(6-((R)-piperidin-3-ylamino)pyrazin-2-yl)imidazo[1,2-a]pyridin-6-yl)propan-2-ol FC(C(C)(O)C=1C=CC=2N(C1)C(=CN2)C2=NC(=CN=C2)N[C@H]2CNCCC2)(F)F